N[C@@H](C)CC (S)-2-Aminobutan